C(C#C)O\N=C(\COC1=CC(=NN1C)C(F)(F)F)/C1=C(C=C(C(=C1)F)Cl)Cl (E)-2-((1-methyl-3-trifluoromethyl-1H-pyrazol-5-yl)oxy)-1-(2,4-dichloro-5-fluorophenyl)ethan-1-one-O-propargyl oxime